CC=1N=C(C2=C(N1)C=NC(=C2)P2(CCN(CC2)C(=O)C=2C=NN(C2)C)=O)N[C@H](C)C2=C(C(=CC=C2)C(F)(F)F)C 4-[2-methyl-4-({(1R)-1-[2-methyl-3-(trifluoromethyl)phenyl]ethyl}amino)pyrido[3,4-d]pyrimidin-6-yl]-1-(1-methyl-1H-pyrazole-4-carbonyl)-1,4lambda5-azaphosphinan-4-one